C(C)OCCC#N 3-(ethoxy)propionitrile